COC1=C(C(=CC(=C1)C=1NC2=C(C(=NC=C2)N2CCOCC2)N1)O)O 3-methoxy-5-(4-morpholino-1H-imidazo[4,5-c]pyridin-2-yl)benzene-1,2-diol